2-benzyl-2-azaspiro[3.3]heptan-6-yl (2R,6R)-2,6-dimethyl-4-[3-(trifluoromethyl)pyridin-2-yl]piperazine-1-carboxylate C[C@H]1N([C@@H](CN(C1)C1=NC=CC=C1C(F)(F)F)C)C(=O)OC1CC2(CN(C2)CC2=CC=CC=C2)C1